7,4'-Di-O-methylapigenin COC=1C=C(C=2C(C=C(OC2C1)C1=CC=C(OC)C=C1)=O)O